tert-butyl 2-((3',5'-difluoro-2'-(7-methoxy-7-oxohept-1-yn-1-yl)-[1,1'-biphenyl]-3-yl)methyl)-3-(ethylsulfonamido)pyrrolidine-1-carboxylate FC=1C(=C(C=C(C1)F)C1=CC(=CC=C1)CC1N(CCC1NS(=O)(=O)CC)C(=O)OC(C)(C)C)C#CCCCCC(=O)OC